OC(CN(CCCN(C(CC(CC(=O)N(C)CCCN(CC(CCCCCCCC)O)CC(CCCCCCCC)O)(C)O)=O)C)CC(CCCCCCCC)O)CCCCCCCC N1,N5-bis(3-(bis(2-hydroxydecyl)amino)propyl)-3-hydroxy-N1,N5,3-trimethylpentanediamide